C(CC)NCCCCCCCN N-propylheptane-1,7-diamine